ClC=1C=C(C=C(C1)Cl)C=1OC2=C(N1)C=CC(=C2)C(=O)NC2COC2 2-(3,5-dichlorophenyl)-N-(oxetan-3-yl)benzo[d]oxazole-6-carboxamide